di(isopropyl)methyl-(propoxy)silane 2-methylpropan-2-yl-2-methyl-4-oxohexahydropyridine-1-carboxylate CC(C)(C)OC(=O)N1C(CC(CC1)=O)C.C(C)(C)[Si](OCCC)(C)C(C)C